N1(C(CCCC1)C1CCNCC1)C(COC=1C=C2C(=C(NC2=CC1)C1=CC(=NC=C1)C)C(C)C)=O 1-([2,4'-bipiperidin]-1-yl)-2-((3-isopropyl-2-(2-methylpyridin-4-yl)-1H-indol-5-yl)oxy)ethan-1-one